FC=1C=C(C(=O)NC=2OC(=NN2)C2=CC=CC=C2)C=C(C1O)C=O 3-fluoro-5-formyl-4-hydroxy-N-(5-phenyl-1,3,4-oxadiazol-2-yl)benzamide